COCC1(COC1)CN1N=CC=C1 1-((3-(methoxymethyl)oxetan-3-yl)methyl)-1H-pyrazol